3-Hydroxy-(2,2'-iminobissuccinic acid) tetrasodium salt [Na+].[Na+].[Na+].[Na+].OC(C(C(=O)[O-])NC(C(=O)[O-])CC(=O)[O-])C(=O)[O-]